O1C=C(C=C1)C=1N=C(C2=C(N1)SC(=C2)C)NCCCCC2=CC=C(C=C2)C2=CC=C(C=C2)OC(F)(F)F 2-(furan-3-yl)-6-methyl-N-(4-(4'-(trifluoromethoxy)-[1,1'-biphenyl]-4-yl)butyl)thieno[2,3-d]pyrimidin-4-amine